FC(C(CCS(=O)(=N)CCCC(=O)[O-])(C)O)(F)F 4-(4,4,4-trifluoro-3-hydroxy-3-methylbutylsulfonimidoyl)butanoate